(S)-1-amino-5-(4-(17-hydroxy-3-oxo-6,9,12,15-tetraoxa-2-azaheptadecyl)phenyl)-1-oxopentan NC(CCCCC1=CC=C(C=C1)CNC(CCOCCOCCOCCOCCO)=O)=O